B(F)(F)F.ClC=1C=C2C(=NC1)N(C=C2[K])S(=O)(=O)CC2=CC=CC=C2 (5-chloro-1-toluenesulfonyl-1H-pyrrolo[2,3-b]pyridin-3-yl)potassium trifluoroborate